ClC1N2C3=NC(=C(C=4C(=CN=C(OC(C2C2CCC1N2C(=O)[O-])C)C34)F)CO)C 3-chloro-14-fluoro-16-(hydroxymethyl)-9,17-dimethyl-10-oxa-2,12,18,20-tetrazapentacyclo[9.7.1.14,7.02,8.015,19]icosa-1(18),11,13,15(19),16-pentaene-20-carboxylate